Indole-7-carboxamide N1C=CC2=CC=CC(=C12)C(=O)N